Cl.N[C@H]1CN(CCC1)C1CCC(CC1)O (R)-4-(3-aminopiperidin-1-yl)cyclohexan-1-ol hydrochloride